4-bromo-7-(2-fluoro-6-methyl-phenyl)isoquinolin-3-amine BrC1=C(N=CC2=CC(=CC=C12)C1=C(C=CC=C1C)F)N